C(#N)CC(=O)NC1=CC(=CC=C1)CNC1=NC(=NC=C1)NC1=CC=C(C=C1)N1CCOCC1 2-cyano-N-(3-(((2-(4-morpholinylphenylamino)pyrimidin-4-yl)amino)methyl)phenyl)acetamide